ClC1=C(C=CC(=C1)SC(F)(F)F)NC(CN1C=2N(C(C(=C1CC)N1CCNCC1)=O)N=C(N2)C=2CCOCC2)=O N-{2-chloro-4-[(trifluoromethyl)sulfanyl]phenyl}-2-[2-(3,6-dihydro-2H-pyran-4-yl)-5-ethyl-7-oxo-6-(piperazin-1-yl)-[1,2,4]triazolo[1,5-a]pyrimidin-4-yl]acetamide